CC=1C(=NN2C1C(N(CC2)C2=C(C=C(C=C2)C2=NC1=CC=C(C=C1C=N2)C(F)(F)F)C)=O)C(=O)O 3-methyl-5-(2-methyl-4-(6-(trifluoromethyl)quinazolin-2-yl)phenyl)-4-oxo-4,5,6,7-tetrahydropyrazolo[1,5-a]pyrazine-2-carboxylic acid